C(C)OC(=O)C=1SC(=CC1C)NC(CCNC(C1=CC(=CC=C1)C1=NOC(=N1)C)=O)=O Ethyl-3-methyl-5-[3-[[3-(5-methyl-1,2,4-oxadiazol-3-yl)benzoyl]amino]propanoylamino]thiophene-2-carboxylate